ClC1=C(C=CC=C1C1=NC=CC(=C1Cl)C1=NC(=C(C=C1)CNC[C@H]1NC(CC1)=O)OC)NC(C1=NC=C(C(=C1)OC)CN1CC(C1)O)=O (S)-N-(2-chloro-3-(3'-chloro-6-methoxy-5-((((5-oxopyrrolidin-2-yl)methyl)amino)methyl)-[2,4'-bipyridin]-2'-yl)phenyl)-5-((3-hydroxyazetidin-1-yl)methyl)-4-methoxypicolinamide